ClC1=NN=C(C=2C=C3C(=CC12)C(C(N3C)=O)(C)OC)C 5-chloro-3-methoxy-1,3,8-trimethyl-pyrrolo[2,3-g]phthalazin-2-one